disinapoyl tartrate C(=O)(OC(\C=C\C1=CC(OC)=C(O)C(OC)=C1)=O)C(O)C(O)C(=O)OC(\C=C\C1=CC(OC)=C(O)C(OC)=C1)=O